2-bis(2-ethylhexyl)amino-4,6-dimercapto-s-triazine C(C)C(CN(C1=NC(=NC(=N1)S)S)CC(CCCC)CC)CCCC